Methyl 2-(2,6-dichloropyrimidin-4-yl)-1-(hydroxymethyl)-2-azabicyclo[2.1.1]hexane-4-carboxylate ClC1=NC(=CC(=N1)N1C2(CC(C1)(C2)C(=O)OC)CO)Cl